trans-4-(4-Hydroxybutanamido)-N-(3-(1-isopropyl-1H-pyrazol-4-yl)phenyl)-N-((trans-4-(4-methoxy-3-methylphenyl)cyclohexyl)methyl)cyclohexanecarboxamide OCCCC(=O)N[C@@H]1CC[C@H](CC1)C(=O)N(C[C@@H]1CC[C@H](CC1)C1=CC(=C(C=C1)OC)C)C1=CC(=CC=C1)C=1C=NN(C1)C(C)C